6-Chloro-3-[[(1R)-1-[3-methyl-4-oxo-2-phenyl-6-(trifluoromethyl)-chromen-8-yl]ethyl]amino]pyridine-2-carboxylic acid ClC1=CC=C(C(=N1)C(=O)O)N[C@H](C)C=1C=C(C=C2C(C(=C(OC12)C1=CC=CC=C1)C)=O)C(F)(F)F